C[C@@H]1N2[C@H](CC=3C(=CC=CC13)C=1C=NNC1)COC2=O (5S,10aR)-5-methyl-9-(1H-pyrazol-4-yl)-1,5,10,10a-tetrahydrooxazolo[3,4-b]isoquinolin-3-one